NC=1C=C(C(C)(C)C2=CC(=CC=C2)C(C2=CC(=CC=C2)N)(C)C)C=CC1 1,3-bis(3-amino-α,α-dimethylbenzyl)benzene